ClC1=CC=C2N(C1=O)C(NC2=O)(CNC)C 6-chloro-3-methyl-3-((methylamino)methyl)-2,3-dihydroimidazo[1,5-a]pyridine-1,5-dione